ClC1=NC=2N(C(=C1)C=O)N=C(C2C#N)C 5-chloro-7-formyl-2-methyl-pyrazolo[1,5-a]pyrimidine-3-carbonitrile